ClC=1C=CC(=NC1)C(O)C1CCC(CC1)(F)F (5-chloro-2-pyridyl)-(4,4-difluorocyclohexyl)methanol